5-Methyl-8-(cis-3-methyl-4-(4-(trifluoromethyl)phenoxy)piperidin-1-yl)-6-oxo-5,6-dihydro-1,5-naphthyridine-2-carbonitrile CN1C=2C=CC(=NC2C(=CC1=O)N1C[C@H]([C@H](CC1)OC1=CC=C(C=C1)C(F)(F)F)C)C#N